N1=CC=C(C=C1)N1C[C@@H]2[C@H](C1)CN(C2)C(=O)OC(C)(C)C tert-butyl (3aR,6aS)-5-(pyridin-4-yl)hexahydropyrrolo[3,4-c]pyrrole-2(1H)-carboxylate